CC1=C(C=2C(=N[C@H](C=3N(C2S1)C(=NN3)C)C)C3=CC=C(C=C3)/C=C/C(=O)OC(C)(C)C)C tert-butyl (2E)-3-{4-[(6S)-2,3,6,9-tetramethyl-6H-thieno[3,2-f][1,2,4]triazolo[4,3-a][1,4]diazepin-4-yl]phenyl}prop-2-enoate